((2S,4R)-4-fluoropyrrolidin-2-yl)methanone hydrochloride Cl.F[C@@H]1C[C@H](NC1)C=O